tert-butyl N-[[3-(2,2-difluoro-1,1-dimethyl-propyl)-1H-1,2,4-triazol-5-yl]methyl]carbamate FC(C(C)(C)C1=NNC(=N1)CNC(OC(C)(C)C)=O)(C)F